tert-Butyl 3-(3,4-diamino-5-fluorophenyl)propanoate NC=1C=C(C=C(C1N)F)CCC(=O)OC(C)(C)C